O(C1=CC=CC=C1)CCOC1=CC=CC=C1 1,2-Diphenoxyethan